C(C=1C(C(=O)OCC(CCC)C)=CC=CC1)(=O)OCCCCCC (n-hexyl) (2-methylpentyl) phthalate